FC=1C=C2C(=CC=NC2=CC1)C1CCC(CC1)C(C(=O)N)C 2-((1s,4S)-4-(6-fluoroquinolin-4-yl)cyclohexyl)propanamide